3-Phenyl-2,3,4,5-tetrahydro-1,5-benzoxazepine C1(=CC=CC=C1)C1COC2=C(NC1)C=CC=C2